(E)-3-((2-toluenesulfonylhydrazono)methyl)azetidine-1-carboxylic acid tert-butyl ester C(C)(C)(C)OC(=O)N1CC(C1)/C=N/NS(=O)(=O)CC1=CC=CC=C1